(S)-(5-(pyrimidin-2-yl)-1,3,4-oxadiazol-2-yl)(4-(4-(trifluoromethoxy)pyrazolo[1,5-a]pyridin-2-yl)-6,7-dihydro-1H-imidazo[4,5-c]pyridin-5(4H)-yl)methanone N1=C(N=CC=C1)C1=NN=C(O1)C(=O)N1[C@@H](C2=C(CC1)NC=N2)C2=NN1C(C(=CC=C1)OC(F)(F)F)=C2